O=C1NC2=CC=CC=C2C(=C1C(=O)N)Cl 2-oxo-4-chloro-1,2-dihydroquinoline-3-carboxamide